(3,5-bis(trifluoromethyl)phenyl)-3-(3-hydroxypropyl)thiourea FC(C=1C=C(C=C(C1)C(F)(F)F)NC(=S)NCCCO)(F)F